Propan-1,2,3-triol C(C(CO)O)O